OC1CCN(CC1)C=1C=CC(=NC1)NC1=CC(=NC=2N=CNC(C21)=O)C(C)C 5-[[5-(4-hydroxy-1-piperidyl)-2-pyridyl]amino]-7-isopropyl-3H-pyrido[2,3-d]pyrimidin-4-one